[9-(2-chloro-6-fluoro-phenyl)-3-methyl-16-thia-2,4,5,8-tetrazatetracyclo[8.6.0.02,6.011,15]hexadeca-1(10),3,5,8,11(15)-pentaen-13-yl]methanol ClC1=C(C(=CC=C1)F)C1=NCC2=NN=C(N2C=2SC=3CC(CC3C12)CO)C